(1S,3S)-N1-[2-[4-(2-aminoethyl)piperazin-1-yl]propyl]-N3-[5-(1-ethylpropyl)pyrazolo[1,5-a]pyrimidin-7-yl]cyclopentane-1,3-diamine NCCN1CCN(CC1)C(CN[C@@H]1C[C@H](CC1)NC1=CC(=NC=2N1N=CC2)C(CC)CC)C